N-(3-(imidazo[1,2-a]pyrimidin-6-yl)-1H-pyrrolo[2,3-b]pyridin-5-yl)-2-(piperazin-1-yl)isonicotinamide N=1C=CN2C1N=CC(=C2)C2=CNC1=NC=C(C=C12)NC(C1=CC(=NC=C1)N1CCNCC1)=O